4-((4'-sulfamoyl-[1,1'-biphenyl]-4-yl)oxy)-1H-1,2,3-triazole-5-carboxylic acid S(N)(=O)(=O)C1=CC=C(C=C1)C1=CC=C(C=C1)OC=1N=NNC1C(=O)O